CC1=C(C(=CC=C1)C)C1=NC=2NS(C=3C=CC=C(C(N([C@@H](COC(=C1)N2)CC(C)C)C2CC(C2)O)=O)C3)(=O)=O (11R)-6-(2,6-dimethylphenyl)-12-(3-hydroxycyclobutyl)-11-isobutyl-2,2-dioxo-9-oxa-2λ6-thia-3,5,12,19-tetrazatricyclo[12.3.1.14,8]nonadeca-1(18),4(19),5,7,14,16-hexaen-13-one